(((4-oxocyclohexyl)thio)methyl)-7-(pyridin-3-ylamino)quinazolin-4(3H)-one O=C1CCC(CC1)SCC1=NC2=CC(=CC=C2C(N1)=O)NC=1C=NC=CC1